Chloro-N-[(3R)-1-cyclopropyl-3-piperidyl]acetamide ClCC(=O)N[C@H]1CN(CCC1)C1CC1